4-amino-7-fluoro-N,1-dimethyl-N-((4R)-7-(trifluoromethyl)-3,4-dihydro-2H-chromen-4-yl)-1H-pyrazolo[4,3-c]quinoline-8-carboxamide NC1=NC=2C=C(C(=CC2C2=C1C=NN2C)C(=O)N([C@@H]2CCOC1=CC(=CC=C21)C(F)(F)F)C)F